CN1C=NC=2N=CN(C(C12)=O)CC1=NNC(O1)=O 5-[(7-methyl-6-oxo-purin-1-yl)methyl]-3H-1,3,4-oxadiazol-2-one